FC=1C=C(C=C(C1)F)[C@H]1CCC=2N1C=C(N2)NC([C@H](C)N2CC(C(CC2)(F)F)C2=CC(=[N+](C=C2)[O-])C(CO)O)=O 4-(1-((S)-1-(((R)-5-(3,5-difluorophenyl)-6,7-dihydro-5H-pyrrolo[1,2-a]imidazol-2-yl)amino)-1-oxopropan-2-yl)-4,4-difluoropiperidin-3-yl)-2-(1,2-dihydroxyethyl)pyridine 1-oxide